OC1=CC=C(C2=CC3=CC=CC=C3C=C12)O 1,4-dihydroxyanthracene